11-nonadecaenoic acid C(CCCCCCCCCC=CCCCCCCC)(=O)O